zinc dodecenate C(C=CCCCCCCCCC)(=O)[O-].[Zn+2].C(C=CCCCCCCCCC)(=O)[O-]